Cl.Cl.Cl.COC1=C(C(=O)NC2=NC=CC=C2)C=CC=C1 2-methoxy-N-(2-pyridyl)benzamide trihydrochloride